O=C1N(CCCC1)C1CNCCC1 2-oxo-[1,3'-bipiperidine]